2-[[1-(2-chloro-6-methoxy-phenyl)cyclopropanecarbonyl]amino]-4-[[3-fluoro-2-methoxy-propyl]-[4-(5,6,7,8-tetrahydro-1,8-naphthyridin-2-yl)butyl]amino]butanoic acid ClC1=C(C(=CC=C1)OC)C1(CC1)C(=O)NC(C(=O)O)CCN(CCCCC1=NC=2NCCCC2C=C1)CC(CF)OC